C1(CCCC1)N1C(=CC2=C1N=C(N=C2)NC2=NC=C(C=C2)N2CCN(CC2)C)C(=O)NC2=CC=CC=C2 7-cyclopentyl-N-phenyl-2-((5-(4-methylpiperazin-1-yl)pyridin-2-yl)amino)-7H-pyrrolo[2,3-d]pyrimidine-6-carboxamide